N-[1-(2-hydroxyethyl)-6-methyl-2-oxo-5-phenyl-3-piperidinyl]carbamic acid tert-butyl ester C(C)(C)(C)OC(NC1C(N(C(C(C1)C1=CC=CC=C1)C)CCO)=O)=O